rac-(2R,3S,5R)-3-(3,4-difluoro-2-methoxyphenyl)-5-(trifluoromethyl)tetrahydrofuran-2-carboxylic acid FC=1C(=C(C=CC1F)[C@H]1[C@@H](O[C@H](C1)C(F)(F)F)C(=O)O)OC |r|